[1,4]Thiazepine-5(2H)-one S1CC=NC(C=C1)=O